(3,5-dichloro-4-hydroxyphenyl)(1-methyl-5,6-dihydropyrazolo[4,3-b][1,4]oxazin-7(1H)-yl)methanone ClC=1C=C(C=C(C1O)Cl)C(=O)N1C2=C(OCC1)C=NN2C